tert-butyl 4-(7-bromo-2-(dimethylamino)-4-oxo-1,4-dihydroquinazolin-3(2H)-yl)piperidine-1-carboxylate BrC1=CC=C2C(N(C(NC2=C1)N(C)C)C1CCN(CC1)C(=O)OC(C)(C)C)=O